N-(2-(4-((4-(5-Fluoro-2-propionyl-1H-indol-3-yl)-1H-1,2,3-triazol-1-yl)methyl)piperidin-1-yl)ethyl)-2',6'-dimethoxy-[1,1'-biphenyl]-4-sulfonamid FC=1C=C2C(=C(NC2=CC1)C(CC)=O)C=1N=NN(C1)CC1CCN(CC1)CCNS(=O)(=O)C1=CC=C(C=C1)C1=C(C=CC=C1OC)OC